FC=1C=CC(=NC1C)N1CCC2(C(N3[C@H](O2)CC[C@H]3C3=CC=CC=C3)=O)CC1 (5'S,7a'R)-1-(5-fluoro-6-methylpyridin-2-yl)-5'-phenyltetrahydro-3'H-spiro[piperidine-4,2'-pyrrolo[2,1-b][1,3]oxazol]-3'-one